dicyclopentyl(2,5-dimethoxyphenyl)phosphine C1(CCCC1)P(C1=C(C=CC(=C1)OC)OC)C1CCCC1